2-[[6-[5-ethyl-3-methyl-4-oxo-6-(trifluoromethyl)imidazo[4,5-c]pyridin-2-yl]-5-ethylsulfanyl-3-pyridinyl]oxy]-2-methyl-propionitrile C(C)N1C(C2=C(C=C1C(F)(F)F)N=C(N2C)C2=C(C=C(C=N2)OC(C#N)(C)C)SCC)=O